FC(=C1CCN(CC1)NC(=O)C=1C=NN2C1N=C(C=C2NC)NC2=CC(=CC=1OCCOC12)F)F N-(4-(difluoromethylene)piperidin-1-yl)-5-((7-fluoro-2,3-dihydrobenzo[b][1,4]dioxin-5-yl)amino)-7-(methylamino)pyrazolo[1,5-a]pyrimidine-3-carboxamide